C(CCCCCCC\C=C/C\C=C/C\C=C/CC)(=O)OCC(COC(CCCCCCC\C=C/C\C=C/C\C=C/CC)=O)NCCC(=O)O 3-((1,3-bis(((9Z,12Z,15Z)-octadeca-9,12,15-trienoyl)oxy)propan-2-yl)amino)propionic acid